(6R)-6-{[2-(3-methoxyphenyl)-10-methyl-[1,2,4]triazolo[1,5-c]quinazolin-5-yl]amino}-1,4-diazepin-5-one COC=1C=C(C=CC1)C1=NN2C(=NC=3C=CC=C(C3C2=N1)C)NC=1C(N=CC=NC1)=O